2-(4-(trifluoromethyl)phenyl)quinoline (1R,3S)-3-(3-(3-(2-formyl-3-hydroxyphenyl)propanamido)-1H-pyrazol-5-yl)cyclopentyl-isopropylcarbamate C(=O)C1=C(C=CC=C1O)CCC(=O)NC1=NNC(=C1)[C@@H]1C[C@@H](CC1)N(C(O)=O)C(C)C.FC(C1=CC=C(C=C1)C1=NC2=CC=CC=C2C=C1)(F)F